CC(=C)C(=O)NCCN.Cl 2-aminoethylmethacrylamide hydrochloride